FC1=C2C(=C(N=C(C2=CN=C1C1=CC(=CC2=CC=CC(=C12)C#C[Si](C(C)C)(C(C)C)C(C)C)OCOC)N1CC2CCC(C1)N2C(=O)OC(C)(C)C)C)C tert-butyl 3-[5-fluoro-6-[3-(methoxymethoxy)-8-(2-triisopropylsilylethynyl)-1-naphthyl]-3,4-dimethyl-2,7-naphthyridin-1-yl]-3,8-diazabicyclo[3.2.1]octane-8-carboxylate